1-(4-((2-Fluorophenyl)sulfonyl)phenyl)-3-(pyridin-4-ylmethyl)urea FC1=C(C=CC=C1)S(=O)(=O)C1=CC=C(C=C1)NC(=O)NCC1=CC=NC=C1